4-(7-methoxy-2-methyl-4-(((R)-1-(3-nitro-5-(trifluoromethyl)phenyl)ethyl)amino)quinazolin-6-yl)cyclohex-3-ene-1-carboxylic acid ethyl ester C(C)OC(=O)C1CC=C(CC1)C=1C=C2C(=NC(=NC2=CC1OC)C)N[C@H](C)C1=CC(=CC(=C1)C(F)(F)F)[N+](=O)[O-]